4-methyl-alpha-(1-methyl-2-propenyl)-benzyl alcohol CC1=CC=C(C(C(C=C)C)O)C=C1